N-((2,3-dihydrobenzofuran-2-yl)methylene)-2-methylpropane-2-sulfinamide O1C(CC2=C1C=CC=C2)C=NS(=O)C(C)(C)C